CN1CC(C(C2=CC=CN=C12)=O)(C)C 1,3,3-trimethyl-2H-1,8-naphthyridin-4-one